3-(3-(7-cyano-2,2-dimethyl-2,3-dihydrobenzo[f][1,4]oxazepin-4(5H)-yl)-2,3-dihydro-1H-inden-5-yl)-3-(1,4-dimethyl-1H-benzo[d][1,2,3]triazol-5-yl)propanoic acid, formic acid salt C(=O)O.C(#N)C=1C=CC2=C(CN(CC(O2)(C)C)C2CCC3=CC=C(C=C23)C(CC(=O)O)C2=C(C3=C(N(N=N3)C)C=C2)C)C1